C(C)(C)(C)OC(=O)N1C(=C(C2=NC(=CC=C21)Br)C(C)C)C=2C(=C(C=1N(C2)N=CN1)C)C 5-bromo-2-(7,8-dimethyl-[1,2,4]triazolo[1,5-a]pyridin-6-yl)-3-isopropyl-1H-pyrrolo[3,2-b]pyridine-1-carboxylic acid tert-butyl ester